1,2-di(stearoyl)-sn-glycerol C(CCCCCCCCCCCCCCCCC)(=O)OC[C@@H](OC(CCCCCCCCCCCCCCCCC)=O)CO